IC=1C=C(C(N)=S)C=C(C1)S(F)(F)(F)(F)F 3-iodo-5-(pentafluorosulfanyl)benzothioamide